OC(CCCCCCCCC(=O)O)CC=CCC=CCCC 10-hydroxynonadeca-12,15-dienoic acid